OC(CNC(OC(C)(C)C)=O)([2H])[2H] tert-butyl (2-hydroxyethyl-2,2-d2)carbamate